C(CC1=CC=CC=C1)OC1=CC=C(C=C1)NC(=O)C=1C=C(C=CC1)C1=NC(=NC=C1)C(=O)O 4-(3-((4-phenethoxyphenyl)carbamoyl)phenyl)pyrimidine-2-carboxylic acid